tert-butyl (3R)-3-[(4-tert-butylphenyl)-[2-(cyclohexylamino)-2-oxo-1-(3-pyridyl)ethyl]carbamoyl]-3,4-dihydro-1H-isoquinoline-2-carboxylate C(C)(C)(C)C1=CC=C(C=C1)N(C(=O)[C@@H]1N(CC2=CC=CC=C2C1)C(=O)OC(C)(C)C)C(C(=O)NC1CCCCC1)C=1C=NC=CC1